BrC=1C=C(C=C(C1)C)C1=C(C=C(C(=C1)C)F)F 3-bromo-2',4'-difluoro-5,5'-dimethyl-[1,1'-biphenyl]